triazine triethanolamine salt N(CCO)(CCO)CCO.N1=NN=CC=C1